FC(C1=CC=C(C=C1C1=CC=CC=C1)N)(F)F 6-trifluoromethyl-(1,1'-biphenyl)-3-amine